6-{[ethyl(methyl)sulfamoyl]amino}-3-fluoro-2-({4-oxo-3-[4-(piperazin-1-yl)phenyl]quinazolin-6-yl}oxy)benzonitrile C(C)N(S(=O)(=O)NC1=CC=C(C(=C1C#N)OC=1C=C2C(N(C=NC2=CC1)C1=CC=C(C=C1)N1CCNCC1)=O)F)C